ClC1=C(C(N(N=C1Cl)C)=O)OC 5,6-Dichloro-4-methoxy-2-methyl-3(2H)-pyridazinone